CO[C@H]1C[C@@H](O[C@@H]1CO)N1C=NC=2C(NC(C3=CC=CC=C3)=O)=NC=NC12 O-methyl-N6-benzoyl-deoxyadenosine